3-(methyl-d3)-2-oxabicyclo[2.1.1]hexane C(C1OC2CC1C2)([2H])([2H])[2H]